C(C)(=O)C=1C=CC=2C=3C(C(NC2C1)=O)=NN(C3)C 7-acetyl-2-methyl-2,5-dihydro-4H-pyrazolo[3,4-c]quinolin-4-one